5,10,15,20-tetraphenyl-21H,23H-porphyrin palladium (II) [Pd+2].C1(=CC=CC=C1)C=1C2=CC=C(N2)C(=C2C=CC(C(=C3C=CC(=C(C=4C=CC1N4)C4=CC=CC=C4)N3)C3=CC=CC=C3)=N2)C2=CC=CC=C2